C[NH+](CCCCCCCCCCCCCC)C Dimethylmyristylammonium